6-(difluoromethyl)-8-(2-(2-methoxyethyl)-2-azaspiro[3.3]hept-6-yl)-N-(1-(methylsulfonyl)piperidin-4-yl)quinazolin-2-amine FC(C=1C=C2C=NC(=NC2=C(C1)C1CC2(CN(C2)CCOC)C1)NC1CCN(CC1)S(=O)(=O)C)F